2-(trimethylsilyl)(1-(5-bromo-1-((2-(trimethylsilyl)ethoxy)methyl)-1H-imidazol-2-yl)-7-oxononyl)carbamate C[Si](C(C(C=1N(C(=CN1)Br)COCC[Si](C)(C)C)NC([O-])=O)CCCCC(CC)=O)(C)C